ON1C(C(CC1=O)S(=O)(=O)O)=O N-hydroxylsulfosuccinimide